O=C(CP(OC)(OC)=O)CCC#CC Dimethyl (2-oxohept-5-yn-1-yl)phosphonate